IC1=CC=C2CCN(C2=C1)C(=O)OC(C)(C)C tert-butyl 6-iodoindoline-1-carboxylate